(2R)-3-(4-cyanophenyl)-2-hydroxypropionic acid benzyl ester C(C1=CC=CC=C1)OC([C@@H](CC1=CC=C(C=C1)C#N)O)=O